S(OC1=CC=C(C=C1)OCC1=C(C=C(C=C1F)C1=CC(=NC=C1)N(C)C)F)(=O)(=O)F 4-((4-(2-(dimethylamino)pyridin-4-yl)-2,6-difluorobenzyl)oxy)phenyl sulfurofluoridate